OC(COC=1C=C(C=2N(C1)N=CC2C#N)C=2C=NC(=CC2)N2CC1N(C(C2)C1)C(C1=CN=CC=C1)=O)(C)C 6-(2-hydroxy-2-methylpropoxy)-4-(6-(6-nicotinoyl-3,6-diazabicyclo[3.1.1]heptan-3-yl)pyridin-3-yl)pyrazolo[1,5-a]pyridine-3-carbonitrile